CSC1=NC=C(C(=N1)N[C@H]1CN(CCC1)C(CC)=O)C(CC(=O)OCC)=O Ethyl 3-[2-(methylsulfanyl)-4-{[(3R)-1-propanoylpiperidin-3-yl]amino}pyrimidin-5-yl]-3-oxopropanoate